[Te-2].[Ag+].[Ag+] silver-telluride